COC(CCCC(=O)NC=1N=CC2=C(C(=C(C=C2C1)C=1C=NC=C(C1C)N(C(=O)OC(C)(C)C)C(=O)OC(C)(C)C)F)NC(=O)OC(C)(C)C)=O 5-((6-(5-(bis(t-butoxycarbonyl)amino)-4-methylpyridin-3-yl)-8-((t-butoxycarbonyl)amino)-7-fluoroisoquinolin-3-yl)amino)-5-oxopentanoic acid methyl ester